C(C)OC(CN)OCC 2,2-diethoxyethanamine